C(C1=CC=CC=C1)OC=1C(=CC2=C(N(C([C@H]3N(C2=O)CCC(=C3)C=3SC=CC3)O)C(=O)OCC=C)C1)OC allyl (6aS)-3-(benzyloxy)-6-hydroxy-2-methoxy-12-oxo-8-(thiophen-2-yl)-6,6a,9,10-tetrahydrobenzo[e]pyrido[1,2-a][1,4]diazepine-5(12H)-carboxylate